ClC1=NC=C(C(=C1)C1=C(C=NC(=C1)C)C(=O)NC=1SC2=C(N1)CN(C2)C(=O)C=2C(=NN(C2Cl)C)C(F)F)OC 2'-chloro-N-{5-[5-chloro-3-(difluoromethyl)-1-methyl-1H-pyrazole-4-carbonyl]-4H,5H,6H-pyrrolo[3,4-d][1,3]thiazol-2-yl}-5'-methoxy-6-methyl-[4,4'-bipyridine]-3-carboxamide